3-chloro-4-[(2S)-2-(dimethylamino)-3-[3-(pyridin-4-yl)-3-[1-(trifluoromethyl)cyclopropyl]propanamido]propyl]benzamide ClC=1C=C(C(=O)N)C=CC1C[C@@H](CNC(CC(C1(CC1)C(F)(F)F)C1=CC=NC=C1)=O)N(C)C